N,N-diethylazetidin-3-amine hydrochloride Cl.C(C)N(C1CNC1)CC